F[C@H]1[C@@H]2CC[C@H](C[C@H]1OC1=CC=C(N=N1)C1=C(C=C(C=C1)N1N=CC3=CC=CC=C13)O)N2 2-(6-(((1s,2s,3r,5r)-2-fluoro-8-azabicyclo[3.2.1]oct-3-yl)oxy)pyridazin-3-yl)-5-(1H-indazol-1-yl)phenol